C(C=C)ONC1=NC(=NC(=N1)NCCC)NCCC O-allyl-N-(4,6-bis-propylamino-[1,3,5]triazin-2-yl)-hydroxylamine